FC=1C=C(C=C(C1)F)[C@@H]1CCN2N1C(C1(C2)CCN(CC1)C1=NC=NC(=C1)SC)=O (S)-7'-(3,5-difluorophenyl)-1-(6-(methylthio)pyrimidin-4-yl)dihydro-1'H,3'H,5'H-spiro[piperidine-4,2'-pyrazolo[1,2-a]pyrazol]-1'-one